Cl.Cl.[C@H]12CN(C[C@H](CC1)N2)C2=NC(=NC1=C(C(=C(C=C21)Cl)C2=CC(=CC1=CC=CC=C21)O)F)OCCN2CCCCC2 4-((S or R)-4-((1R,5S)-3,8-diazabicyclo[3.2.1]octan-3-yl)-6-chloro-8-fluoro-2-(2-(piperidin-1-yl)ethoxy)quinazolin-7-yl)naphthalen-2-ol dihydrochloride